N-(4-((3R,4R)-3-amino-4-methylpyrrolidin-1-yl)-1-(2-methoxyethyl)-1H-indazol-5-yl)-1-(2,6-difluorophenyl)-6-oxo-1,6-dihydropyridazine-3-carboxamide N[C@H]1CN(C[C@H]1C)C1=C2C=NN(C2=CC=C1NC(=O)C1=NN(C(C=C1)=O)C1=C(C=CC=C1F)F)CCOC